COCC1=NC(=NO1)C(=O)NN 5-(methoxymethyl)-1,2,4-oxadiazole-3-carbohydrazide